p-methoxydiazobenzene hydrochloride Cl.COC1=CCC(C=C1)=[N+]=[N-]